C1(=CC=CC2=CC=CC=C12)[NH-] NAPHTHYLAMIDE